4-benzoyl-2'-O-methylcytidin-3'-yl-[3,4,5-tris(octadecyloxy) benzyl]succinate C(C1=CC=CC=C1)(=O)C1(NC(N([C@H]2[C@H](OC)[C@](O)([C@@H](CO)O2)C(C(=O)[O-])(CC(=O)[O-])CC2=CC(=C(C(=C2)OCCCCCCCCCCCCCCCCCC)OCCCCCCCCCCCCCCCCCC)OCCCCCCCCCCCCCCCCCC)C=C1)=O)N